CC1=CC2=C(NC(=N2)CN(C(=O)C2=NOC(=N2)C2=C(C(=C(C(=C2)F)F)O)F)C)C=C1C N-((5,6-Dimethyl-1H-benzo[d]imidazol-2-yl)methyl)-N-methyl-5-(2,4,5-trifluoro-3-hydroxyphenyl)-1,2,4-oxadiazole-3-carboxamide